2-(methylamino)-N-phenylacetamide hydrochloride CNCC(=O)NC1=CC=CC=C1.Cl